1-hexadecyl-2-eicosanoyl-glycero-3-phospho-(1'-sn-glycerol) CCCCCCCCCCCCCCCCCCCC(=O)O[C@H](COCCCCCCCCCCCCCCCC)COP(=O)(O)OC[C@H](CO)O